CN1N=C(C=C1C)NC1=NC=C(C(=N1)C1=CNC2=C(C=CC=C12)NC(CN1C[C@H](CC1)OC=1C=NC=CC1)=O)C (S)-N-(3-(2-((1,5-dimethyl-1H-pyrazol-3-yl)amino)-5-methylpyrimidin-4-yl)-1H-indol-7-yl)-2-(3-(pyridin-3-yloxy)pyrrolidin-1-yl)acetamide